C1(=CC=CC=C1)NC1=CC=C(C=2C(C3=C(C=CC(=C3C(C12)=O)NC1=CC=CC=C1)NC1=CC=CC=C1)=O)NC1=CC=CC=C1 1,4,5,8-tetraphenylaminoanthraquinone